tri(undecyl)glycerol C(CCCCCCCCCC)C(C(O)(CCCCCCCCCCC)CCCCCCCCCCC)(O)CO